ClC1=CC=C(C(=N1)C(=O)O)N[C@H](C)C1=NC(=CC2=C1N=C(N(C2=O)C)C2=CC=CC=C2)Cl (R)-6-chloro-3-((1-(6-chloro-3-methyl-4-oxo-2-phenyl-3,4-dihydropyrido[3,4-d]pyrimidin-8-yl)ethyl)amino)picolinic acid